C1(CCCCC1)N1N=CC=C1CN(C1=NOC(=C1)C=1C=CC(=C(C1)O)F)C 5-(3-(((1-Cyclohexyl-1H-pyrazol-5-yl)methyl)(methyl)amino)isoxazol-5-yl)-2-fluorophenol